3-(4-chlorophenyl)-1,2,4-oxadiazol ClC1=CC=C(C=C1)C1=NOC=N1